10,10-dimethyl-9-oxo-4-[1-(pyrimidin-2-yl)-3-(trifluoromethyl)-1H-pyrazole-4-carbonyl]-1-oxa-4-azaspiro[5.5]undec-7-ene-8-carbonitrile CC1(C(C(=CC2(CN(CCO2)C(=O)C=2C(=NN(C2)C2=NC=CC=N2)C(F)(F)F)C1)C#N)=O)C